COC(C1=CC(=C(C=C1)S(=O)(=O)CC1=C(C(=CC=C1)C)C)I)=O.O1COC2=C1C=CC(=C2)C2=NNC(=C2)NC2=C(C=C(C(=O)NC1CCN(CC1)C)C=C2)OC 4-((3-(benzo[d][1,3]dioxol-5-yl)-1H-pyrazol-5-yl)amino)-3-methoxy-N-(1-methylpiperidin-4-yl)benzamide methyl-4-((2,3-dimethylbenzyl)sulfonyl)-3-iodobenzoate